6-{[(tert-butoxy)carbonyl]Amino}-4-propoxy-1',2',3',6'-tetrahydro-[3,4'-bipyridine]-1'-Formic acid tert-butyl ester C(C)(C)(C)OC(=O)N1CCC(=CC1)C=1C=NC(=CC1OCCC)NC(=O)OC(C)(C)C